2-((S)-3-((S)-sec-butyl)-7-chloro-2-oxo-5-phenyl-2,3-dihydro-1H-benzo[e][1,4]diazepin-1-yl)-N-(pyridin-4-ylsulfonyl)acetamide [C@H](C)(CC)[C@@H]1N=C(C2=C(N(C1=O)CC(=O)NS(=O)(=O)C1=CC=NC=C1)C=CC(=C2)Cl)C2=CC=CC=C2